C(C1=CC=CC=C1)C1C[C@H](NC1=O)COC1=NC=CC2=CC(=C(C=C12)OC)C(=O)N 1-{[(2S)-4-benzyl-5-oxopyrrolidin-2-yl]methoxy}-7-methoxyisoquinoline-6-carboxamide